C(C)N(C1=NC=2N(C3=CC(=CC=C13)N)C=NN2)C2=CC=CC=C2 N5-ethyl-N5-phenyl-[1,2,4]triazolo[4,3-a]quinazolin-5,8-diamine